7-(2-cyclopropyl-benzyl)-5-[1-(2-difluoromethyl-6-fluoro-phenyl)-piperidin-4-yl]-2-methyl-2,4,5,7-tetrahydro-pyrazolo[3,4-d]pyrimidin-6-one C1(CC1)C1=C(CN2C(N(CC=3C2=NN(C3)C)C3CCN(CC3)C3=C(C=CC=C3F)C(F)F)=O)C=CC=C1